[Si](C)(C)(C(C)(C)C)OC1CN(C1)C1=CC(=NC=N1)N 6-(3-((tert-butyldimethylsilyl)oxy)azetidin-1-yl)pyrimidin-4-amine